ClC1=C(C(S\C(=C(\C)/N(C=O)CC=2C(=NC(=NC2)C)N)\CCO)=O)C=CC(=C1)OC1=CC=CC=C1 (Z)-S-(2-(N-((4-amino-2-methylpyrimidin-5-yl)methyl)formamido)-5-hydroxypent-2-en-3-yl) 2-chloro-4-phenoxybenzothioate